O1CCN(CC1)C=1C2=C(N=CN1)NC(=C2)C2=CC=C(C=C2)NS(=O)(=O)CC=2C=C(C=CC2)N2C[C@@H](CCC2)NS(=O)(=O)C=C (R)-N-(1-(3-((N-(4-(4-morpholino-7H-pyrrolo[2,3-d]pyrimidin-6-yl)phenyl)sulfamoyl)methyl)phenyl)piperidin-3-yl)ethenesulfonamide